di(2-methylpentyl) phthalate di(3-methylpentyl)phthalate CC(CCOC(C=1C(C(=O)OCCC(CC)C)=CC=CC1)=O)CC.C(C=1C(C(=O)OCC(CCC)C)=CC=CC1)(=O)OCC(CCC)C